(R)-4-(2-Amino-2-methylpropanoyl)-N-(1-(4-((4-aminopiperidin-1-yl)methyl)phenyl)-2-oxo-1,2-dihydropyrimidin-4-yl)-3-methylpiperazine-1-carboxamide hydrochloride salt Cl.NC(C(=O)N1[C@@H](CN(CC1)C(=O)NC1=NC(N(C=C1)C1=CC=C(C=C1)CN1CCC(CC1)N)=O)C)(C)C